ClC1=NC2=CC=CN=C2C=C1N 2-Chloro-3-amino-1,5-naphthyridine